3-(4-chlorophenyl)-4-phenyl-N-tosyl-5,6-dihydropyridazine ClC1=CC=C(C=C1)C=1NN(CCC1C1=CC=CC=C1)S(=O)(=O)C1=CC=C(C)C=C1